BrC1=CSC2=C1N=CN=C2C2=CC(=CC(=C2)F)F 7-bromo-4-(3,5-difluorophenyl)thieno[3,2-d]pyrimidine